methyl (R)-2-(4-chloro-3-formylphenoxy)propanoate ClC1=C(C=C(O[C@@H](C(=O)OC)C)C=C1)C=O